O=C1CC(=NN1)C(=O)OCC Ethyl 5-oxo-4,5-dihydro-1H-pyrazole-3-carboxylate